O[C@@]1(COCC1)CNC1=NC=C(C=2N=CN(C(C21)=O)C)C2=CC=C(C=C2)C(F)(F)F (R)-5-(((3-hydroxytetrahydrofuran-3-yl)methyl)amino)-3-methyl-8-(4-(trifluoromethyl)phenyl)pyrido[4,3-d]pyrimidin-4(3H)-one